FC(C(C(F)(F)F)(C1=CC=C(C=C1)C(C(F)(F)F)=O)C1=CC=C(C=C1)C(C(F)(F)F)=O)(F)F 1,1'-((perfluoropropane-2,2-diyl)bis(4,1-phenylene))bis(2,2,2-trifluoroethan-1-one)